(±)-Benzyl 2-(4-oxobutan-2-yl)pyrrolidine-1-carboxylate O=CCC(C)C1N(CCC1)C(=O)OCC1=CC=CC=C1